3-METHYLQUINOLINE-2-CARBOXALDEHYDE CC=1C(=NC2=CC=CC=C2C1)C=O